COC=1C=C(C2=C(N=C(N=C2)NC=2C=C(C=CC2)CN(C(C)=O)C)N1)C#C[Si](C(C)C)(C(C)C)C(C)C N-{[3-({7-methoxy-5-[2-(triisopropylsilyl)ethynyl]pyrido[2,3-d]pyrimidin-2-yl}amino)phenyl]methyl}-N-methylacetamide